tert-butyl 3-[[2-(2,6-dioxo-3-piperidyl)-1,3-dioxo-isoindolin-4-yl]amino]azetidine-1-carboxylate O=C1NC(CCC1N1C(C2=CC=CC(=C2C1=O)NC1CN(C1)C(=O)OC(C)(C)C)=O)=O